BrC=1C=NC(=C(C#N)C1)NCCO 5-bromo-2-((2-hydroxyethyl)amino)nicotinonitrile